1-(benzo[d]oxazol-5-yl)ethan-1-ol O1C=NC2=C1C=CC(=C2)C(C)O